2-fluoro-7-methyl-5-(pyrimidin-2-yl)-7H-pyrrolo[2,3-d]pyrimidin-4-amine FC=1N=C(C2=C(N1)N(C=C2C2=NC=CC=N2)C)N